tert-Butyl N-[2,4-difluoro-6-(2-trimethylsilylethynyl)phenyl]carbamate FC1=C(C(=CC(=C1)F)C#C[Si](C)(C)C)NC(OC(C)(C)C)=O